C(C)OCN1C(=CC2=CC(=CC=C12)[N+](=O)[O-])C(=O)OCC ethyl 1-(ethoxymethyl)-5-nitro-1H-indole-2-carboxylate